C[Si](C)(C)C#CC1=NC=CC=C1N 2-[(trimethylsilyl)ethynyl]pyridin-3-amine